3,4-bis(di-n-propylphosphino)-2-isopropylthiophene C(CC)P(C1=C(SC=C1P(CCC)CCC)C(C)C)CCC